O=C1NC2=CC(=CC=C2C=C1C(=O)O)C(F)(F)F 2-oxo-7-(trifluoromethyl)-1H-quinoline-3-carboxylic acid